CC1(OCCC(O1)C)CC(=O)OCCC(C)OC(CC1(OCCC(O1)C)C)=O butane-1,3-diyl bis(2-(2,4-dimethyl-1,3-dioxan-2-yl)acetate)